(4S,5R)-N-(2,3-dihydro-1,4-benzodioxin-5-ylmethyl)-5-[3-fluoro-5-(trifluoromethyl)phenyl]-4-methyl-2-oxo-1,3-oxazolidine-3-carboxamide O1CCOC2=C1C=CC=C2CNC(=O)N2C(O[C@@H]([C@@H]2C)C2=CC(=CC(=C2)C(F)(F)F)F)=O